2-(1H-pyrazol-1-yl)ethan-1-ol N1(N=CC=C1)CCO